FC1(CCN(C2=NC(=CC=C12)C(F)(F)F)C1=NC2=CC(=NC=C2C=C1)CNC(=O)C=1C=CC2=C(C(=CO2)S(=O)(=O)C(F)F)C1)F N-((2-(4,4-difluoro-7-(trifluoromethyl)-3,4-dihydro-1,8-naphthyridin-1(2H)-yl)-1,6-naphthyridin-7-yl)methyl)-3-((difluoromethyl)sulfonyl)benzofuran-5-carboxamide